N,N,4,7-tetramethyl-9-(1-((6-methyl-2-(2-methyl-2H-tetrazol-5-yl)pyridin-3-yl)amino)ethyl)-5-oxo-4,5-dihydroimidazo[1,5-a]quinazoline-3-carboxamide CN(C(=O)C=1N=CN2C1N(C(C1=CC(=CC(=C21)C(C)NC=2C(=NC(=CC2)C)C=2N=NN(N2)C)C)=O)C)C